tert-Butyl (4-(1-(2-methyl-1H-imidazol-1-yl)cyclopropyl)phenyl)carbamate CC=1N(C=CN1)C1(CC1)C1=CC=C(C=C1)NC(OC(C)(C)C)=O